4-Cyano-N-(3-(1-(difluoromethyl)-1H-pyrazol-3-yl)-1H-indazol-5-yl)-2-fluoro-6-methylbenzamide C(#N)C1=CC(=C(C(=O)NC=2C=C3C(=NNC3=CC2)C2=NN(C=C2)C(F)F)C(=C1)C)F